4-[5-chloro-4-({[(3R)-3-fluorooxan-3-yl]methyl}amino)-6-oxo-1,6-dihydropyridazin-1-yl]-N-(5-cyanopyridin-2-yl)-N-(2H3)methylpiperidine-1-sulfonamide ClC1=C(C=NN(C1=O)C1CCN(CC1)S(=O)(=O)N(C([2H])([2H])[2H])C1=NC=C(C=C1)C#N)NC[C@]1(COCCC1)F